nitrobenzyl-4-hydroxy-Phenylsulfonium hexafluoroantimonate F[Sb-](F)(F)(F)(F)F.[N+](=O)([O-])[S+](C1=CC=C(C=C1)O)CC1=CC=CC=C1